FC(OC=1C=C(C=C2C=C(N=NC12)C)C(=O)O)F 8-(Difluoromethoxy)-3-methylcinnoline-6-carboxylic acid